C1(CC1)CN1C=C(C2=NN(C(C(=C21)C=2C=NC(=CC2)CC)=O)C2=CC1=CN(N=C1C=C2)C)C#N 5-(cyclopropylmethyl)-4-(6-ethylpyridin-3-yl)-2-(2-methyl-2H-indazol-5-yl)-3-oxo-3,5-dihydro-2H-pyrrolo[3,2-c]pyridazine-7-carbonitrile